N-[1-(5-bromo-2-pyrimidin-2-yl-1,2,4-triazol-3-yl)ethyl]-N-methyl-3,5-bis(trifluoromethyl)benzamide tert-butyl-N-(4,6-dichloropyrimidin-5-yl)carbamate C(C)(C)(C)OC(NC=1C(=NC=NC1Cl)Cl)=O.BrC=1N=C(N(N1)C1=NC=CC=N1)C(C)N(C(C1=CC(=CC(=C1)C(F)(F)F)C(F)(F)F)=O)C